tert-butyl (2R,3R)-3-[[7-bromo-2-chloro-8-fluoro-6-(trifluoromethyl)quinazolin-4-yl]-ethyl-amino]-2-methyl-pyrrolidine-1-carboxylate BrC1=C(C=C2C(=NC(=NC2=C1F)Cl)N([C@H]1[C@H](N(CC1)C(=O)OC(C)(C)C)C)CC)C(F)(F)F